methoxyphenyl-triazine 2,4-di-tert-butyl-4-methylphenolate C(C)(C)(C)C1=C(C=CC(C1)(C)C(C)(C)C)[O-].COC=1C(=NN=NC1)C1=CC=CC=C1